5-fluoro-4-iodopyridin-2(1H)-one FC=1C(=CC(NC1)=O)I